(S)-N-Methyl-5-oxo-2,3,4,4a,5,6-hexahydro-1H-pyrazino[1,2-a]pyrido[2,3-e]pyrazine-8-carboxamide CNC(=O)C=1C=CC2=C(NC([C@H]3N2CCNC3)=O)N1